COC(=O)C1C(CCC(C1)(C1=CC(=C(C=C1)OC(F)F)OCC1CC1)C#N)=O 2-methoxycarbonyl-4-cyano-4-(3-cyclopropylmethoxy-4-difluoromethoxyphenyl)cyclohexan-1-one